FC=1C(=C(C=C(C1)C(C)C)C(C(=O)O)N1C[C@@H](CC1)OCCCC[C@@H]1NC2=NC=CC=C2CC1)OC 2-(3-fluoro-5-isopropyl-2-methoxyphenyl)-2-((R)-3-(4-((S)-1,2,3,4-tetrahydro-1,8-naphthyridin-2-yl)butoxy)pyrrolidin-1-yl)acetic acid